NC1=NC=CC(=C1Cl)SC1=CN=C(N(C1=O)C)N1CCC2([C@@H](C=3N(N=CC3)C2)N[S@](=O)C(C)(C)C)CC1 (R)-N-((S)-1-(5-((2-amino-3-chloropyridin-4-yl)thio)-1-methyl-6-oxo-1,6-dihydropyrimidin-2-yl)-4'H,6'H-spiro[piperidine-4,5'-pyrrolo[1,2-b]pyrazol]-4'-yl)-2-methylpropan-2-sulfinamide